CCCCCCCC=C non-8-ene